C1(=CC(=CC(=C1)C=1C=CC2=C(C(=C(C2=CC1)C(=O)OCC)[N+]#[C-])C(=O)OCC)C=1C=CC2=C(C(=C(C2=CC1)C(=O)OCC)[N+]#[C-])C(=O)OCC)C=1C=CC2=C(C(=C(C2=CC1)C(=O)OCC)[N+]#[C-])C(=O)OCC hexaethyl 6,6',6''-(benzene-1,3,5-triyl)tris(2-isocyanoazulene-1,3-dicarboxylate)